(2-amino-1,1'-biphenyl-2-yl)palladium(III) NC1(C(=CC=CC1)C1=CC=CC=C1)[Pd+2]